CC12CC3(CC(CC(C1)(C3)C)C2)NS(=O)(=O)C2=CC=CC=C2 N-(3,5-dimethyltricyclo[3.3.1.13,7]dec-1-yl)benzenesulfonamide